C1(=CC=CC=C1)C1=NNC2=CC(=CC=C12)COC1=CC=C(C=C1)C(CC(=O)OC)C methyl 3-(4-((3-phenyl-1H-indazol-6-yl)methoxy)phenyl)butanoate